F[P-](F)(F)(F)(F)F.FC1=CC=C(C=C1)C1=[N+](C=CC=C1)[Ir+][N+]1=C(C=CC=C1)C1=CC=C(C=C1)F.F[P-](F)(F)(F)(F)F.F[P-](F)(F)(F)(F)F bis[2-(4-fluorophenyl)pyridinio]iridium (III) hexafluorophosphate